N1=CN=C(C2=C1NC=C2)C=2C=NN(C2)[C@H](CC#N)C2CCCC2 (R)-3-[4-(7H-pyrrolo[2,3-d]pyrimidin-4-yl)-1H-pyrazol-1-yl]-3-cyclopentylpropionitrile